C(C)(C)OC(=O)OCOP(=O)(OCOC(=O)OC(C)C)[O-].C(C)[NH+](CC)CC triethylammonium bis(isopropyloxycarbonyloxymethyl)-phosphate